sodium [3-[3-[[(3S)-1-tert-butoxycarbonylpyrrolidin-3-yl]carbamoyl]pyrazol-1-yl]-7-oxo-1,6-diazabicyclo[3.2.1]oct-3-en-6-yl] sulfate S(=O)(=O)(ON1C2C=C(CN(C1=O)C2)N2N=C(C=C2)C(N[C@@H]2CN(CC2)C(=O)OC(C)(C)C)=O)[O-].[Na+]